1-(2-(dimethyl-(phenyl)silyl)-1-phenylethyl)isoquinoline C[Si](CC(C1=CC=CC=C1)C1=NC=CC2=CC=CC=C12)(C1=CC=CC=C1)C